C(C)OC(CC=1N(C2=CC=CC=C2C1CC(=C)C)C)=O 2-(1-methyl-3-(2-methylallyl)-1H-indol-2-yl)acetic acid ethyl ester